COC(CCSSC1=CC=C(C=C1)N=[N+]=[N-])=N methyl-3-((p-azidophenyl)dithio)propioimidate